O=C1NC(CCC1NC1=CC=C(C=N1)N1CC(CC1)C=O)=O 1-(6-((2,6-dioxopiperidin-3-yl)amino)pyridine-3-yl)pyrrolidine-3-formaldehyde